C(#N)N1C[C@](CCC1)(C(=O)NC1=NOC(=C1)C1=CC(=CC=C1)C(F)(F)F)F (R)-1-cyano-3-fluoro-N-(5-(3-(trifluoromethyl)phenyl)isoxazol-3-yl)piperidine-3-carboxamide